5-Bromo-1-methyl-1,2,4-triazole BrC1=NC=NN1C